methyl 3-(1-methyl-1H-imidazol-4-yl)-4-((4-(pentafluoro-λ6-sulfanyl)phenyl)amino)benzoate CN1C=NC(=C1)C=1C=C(C(=O)OC)C=CC1NC1=CC=C(C=C1)S(F)(F)(F)(F)F